Cl.FC(C1=CC=C(C=C1)/C=C/CC1CCNCC1)(F)F (E)-4-(3-(4-(trifluoromethyl)phenyl)allyl)piperidine hydrochloride